C(C)C1(CCNCC1)C(=O)NC1=CC=C(C=C1)F 4-ethyl-N-(4-fluorophenyl)piperidine-4-carboxamide